C(C)N1N=C(C2=C1C(NCC1(CCOCC1)C2)=O)C[C@H](COC(C2=CC(=CC=C2)C(N(C)C)=O)=O)C 3-(Dimethylcarbamoyl)benzoic acid [(2R)-3-(1-ethyl-8-oxo-spiro[6,7-dihydro-4H-pyrazolo[3,4-c]azepin-5,4'-tetrahydropyran]-3-yl)-2-methyl-propyl] ester